tert-butyl N-[1-[8-methyl-2-[4-(4-methylpiperazin-1-yl)anilino]-7-oxo-pyrido[2,3-d]pyrimidin-6-yl]-3,4-dihydro-2H-quinoxalin-5-yl]carbamate CN1C(C(=CC2=C1N=C(N=C2)NC2=CC=C(C=C2)N2CCN(CC2)C)N2CCNC1=C(C=CC=C21)NC(OC(C)(C)C)=O)=O